(18S)-18-[(3,3-difluoroazetidin-1-yl)methyl]-17-oxa-4,14,21-triazahexacyclo[19.6.1.1^{7,14}.0^{2,6}.0^{8,13}.0^{22,27}]nonacosa-1(28),2(6),7(29),8,10,12,22(27),23,25-nonaene-3,5-dione FC1(CN(C1)C[C@H]1OCCN2C3=CC=CC=C3C(C=3C(NC(C3C=3C=4C=CC=CC4N(CC1)C3)=O)=O)=C2)F